BrC1=C2C(=CN=C1NC1CCC3(C(NC(N3)=O)=O)CC1)OC(=C2)C#N 4-bromo-5-{[(5r,8r)-2,4-dioxo-1,3-diazaspiro[4.5]decan-8-yl]amino}furo[2,3-c]pyridine-2-carbonitrile